N1(CCCCC1)CCN 2-(piperidin-1-yl)ethan-1-amine